4-(bis(4-amino-3,5-dimethylphenyl)methyl)phenol NC1=C(C=C(C=C1C)C(C1=CC=C(C=C1)O)C1=CC(=C(C(=C1)C)N)C)C